1-(6Z,9Z,12Z-octadecatrienoyl)-glycero-3-phosphoserine CCCCC/C=C\C/C=C\C/C=C\CCCCC(=O)OC[C@H](COP(=O)(O)OC[C@@H](C(=O)O)N)O